1-(3-chloro-5'-fluoro-2'-hydroxy-3'-(5-(8-isopropyl-3,8-diazabicyclo[3.2.1]oct-3-yl)pyridin-3-yl)-[1,1'-biphenyl]-4-yl)-3-methyl-1H-imidazol-2(3H)-one ClC=1C=C(C=CC1N1C(N(C=C1)C)=O)C1=C(C(=CC(=C1)F)C=1C=NC=C(C1)N1CC2CCC(C1)N2C(C)C)O